3-Iodo-7-isopropyl-pyrazolo[1,5-a]pyrimidine IC=1C=NN2C1N=CC=C2C(C)C